C(CCCCCCC)(=O)OOS(=O)(=O)C1=CC=C(CC(C)(C)C)C=C1 tert-butyl-(p-toluenesulfonyloxy) octanoate